OC1=C(C=CC(=C1)C)OC 2-hydroxy-4-methylanisole